2-Ethyl-5-[1-(2-fluoro-6-methyl-phenyl)-piperidin-4-yl]-7-(2-trifluoromethyl-benzyl)-2,4,5,7-tetrahydro-pyrazolo[3,4-d]pyrimidin-6-on C(C)N1N=C2N(C(N(CC2=C1)C1CCN(CC1)C1=C(C=CC=C1C)F)=O)CC1=C(C=CC=C1)C(F)(F)F